OC(CNS(=O)(=O)C1=CC=C(C=C1)C)C N-[2-hydroxypropyl]-4-methylbenzenesulfonamide